2-chloro-4-(methylsulfanyl)benzonitrile ClC1=C(C#N)C=CC(=C1)SC